5-(Benzyloxy)-2-(but-3-en-1-yl)-3-methyl-2,3-dihydro-1H-pyrido[2,1-f][1,2,4]triazine-4,6-dione C(C1=CC=CC=C1)OC=1C(C=CN2NC(N(C(C21)=O)C)CCC=C)=O